2-(5-difluoromethoxy-1-methyl-3-trifluoromethyl-1H-pyrazol-4-ylmethyl)-isothiourea hydrobromide Br.FC(OC1=C(C(=NN1C)C(F)(F)F)CSC(N)=N)F